FC1=C(C(=CC=C1)O)CNC(OC(C)(C)C)=O tert-Butyl N-[(2-fluoro-6-hydroxyphenyl)methyl]carbamate